3-cyano-1-azabicyclo[2.2.2]oct-3-yl {2-[3-(prop-1-en-2-yl)phenyl]propan-2-yl}carbamate C=C(C)C=1C=C(C=CC1)C(C)(C)NC(OC1(CN2CCC1CC2)C#N)=O